C1(=C(C=CC=C1)N=C(C1=CC=CC=C1)N(C)C)N=C(C1=CC=CC=C1)N(C)C phenylenebis(dimethylaminobenzylideneamine)